2-[4-(1-ethyl-1,8-diazaspiro[5.5]undecan-8-yl)-1H-pyrrolo[2,3-b]pyridin-3-yl]-5-methyl-thiazole C(C)N1CCCCC12CN(CCC2)C2=C1C(=NC=C2)NC=C1C=1SC(=CN1)C